2-((3-chloropyridin-4-yl)amino)benzoic acid ethyl ester C(C)OC(C1=C(C=CC=C1)NC1=C(C=NC=C1)Cl)=O